FC1(CCN(CC1)C1=NC=C2N=CN(C2=N1)C)C(=O)N1CCOC2=C(C1)C=NC=C2C#N 4-[4-fluoro-1-(9-methylpurin-2-yl)piperidine-4-carbonyl]-3,5-dihydro-2H-pyrido[3,4-f][1,4]oxazepine-9-carbonitrile